C(C(=O)[O-])(=O)O[C@H]1C2C(OC1)[C@H](CO2)OC(C(=O)[O-])=O ((3r,6s)-hexahydrofuro[3,2-b]furan-3,6-diyl) dioxalate